tert-butyl (S)-3-((4-(N-(tert-butoxycarbonyl)-N-(thiazol-4-yl)sulfamoyl)-5-fluoro-2-methylphenyl)amino)pyrrolidine-1-carboxylate C(C)(C)(C)OC(=O)N(S(=O)(=O)C1=CC(=C(C=C1F)N[C@@H]1CN(CC1)C(=O)OC(C)(C)C)C)C=1N=CSC1